4-(1-Cyano-3-Methoxycarbonyl-Cyclobutylamino)-Phenyl-Piperazine-1-Carboxylic Acid Tert-Butyl Ester C(C)(C)(C)OC(=O)N1C(CNCC1)C1=CC=C(C=C1)NC1(CC(C1)C(=O)OC)C#N